(E)-4-(3-(3-(4-chloro-2-fluorophenyl)acryloyl)-2-hydroxyphenyl)piperidine-1-carboxylic acid tert-butyl ester C(C)(C)(C)OC(=O)N1CCC(CC1)C1=C(C(=CC=C1)C(\C=C\C1=C(C=C(C=C1)Cl)F)=O)O